7-benzyloxy-5-(1-hydroxyethyl)-6,7-dihydro-5H-pyrrolo[1,2-b][1,2,4]triazole-2-carboxylic acid ethyl ester C(C)OC(=O)C=1N=C2N(N1)C(CC2OCC2=CC=CC=C2)C(C)O